ClC1=CC(=C(C=C1)C1OC2=C(C=CC=C2C=C1F)C1CCN(CC1)CC1=NC=2C(=NC(=CC2)C(=O)O)N1C[C@H]1OCC1)F 2-((4-(2-(4-chloro-2-fluorophenyl)-3-fluoro-2H-chromen-8-yl)piperidin-1-yl)methyl)-3-(((S)-oxetan-2-yl)methyl)-3H-imidazo[4,5-b]pyridine-5-carboxylic acid